C1(CCCC1)N1C2=NC(=NC=C2N=C1NC1=CC=CC=C1)NC1=CC=C(C=C1)N1CCC(CC1)N1CCN(CC1)CC=1C=C(C=CC1)N1C(NC(CC1)=O)=O 1-(3-((4-(1-(4-((9-cyclopentyl-8-(phenylamino)-9H-purin-2-yl)amino)phenyl)piperidin-4-yl)piperazin-1-yl)methyl)phenyl)dihydropyrimidine-2,4(1H,3H)-dione